[3-(dimethylamino) propyl]-2-methyl-9-{6-[(2-methyl-1-oxoheptyl) oxy] hexyl}-7-oxo-2,6-diaza-8-oxapentadecan-15-yl 2-methylheptanoate CC(C(=O)OC(CCCCCC(OC(NCCCN(C)C)=O)CCCCCCOC(C(CCCCC)C)=O)CCCN(C)C)CCCCC